2-[4-[(2E)-3,7-dimethyl-octa-2,6-dienoxy]phenyl]ethanol C\C(=C/COC1=CC=C(C=C1)CCO)\CCC=C(C)C